1-hydroxy-4-(1-methyltelluroethyl)benzene OC1=CC=C(C=C1)C(C)[Te]C